NC1=C(C(=NC(=N1)NC1CC2(OCC1)C1CCN(C2)CC1)C(=O)N)C1=C(C(=CC=C1)Cl)Cl 6-amino-2-({4-azaspiro[bicyclo[2.2.2]octane-2,2'-oxan]-4'-yl}amino)-5-(2,3-dichlorophenyl)pyrimidine-4-carboxamide